Trans-3-[[6-(8-chloro-4-oxo-chromen-2-yl)-2,3-dihydrobenzofuran-5-yl]oxy]cyclobutanecarboxylic acid ClC=1C=CC=C2C(C=C(OC12)C1=CC2=C(CCO2)C=C1O[C@@H]1C[C@H](C1)C(=O)O)=O